2-azabicyclo[2.2.1]Heptane-7-amine C12NCC(CC1)C2N